tert-butyl 4-(4-(3-(4-methoxybenzyl)-2,4-dioxotetrahydropyrimidin-1(2H)-yl)-7-methyl-1H-pyrrolo[2,3-c]pyridin-1-yl)piperidine-1-carboxylate COC1=CC=C(CN2C(N(CCC2=O)C2=C3C(=C(N=C2)C)N(C=C3)C3CCN(CC3)C(=O)OC(C)(C)C)=O)C=C1